DL-LACTATE C(C(O)C)(=O)[O-]